(1S,3S)-N1-(5-((S)-1-cyclobutylethyl)pyrazolo[1,5-a]pyrimidin-7-yl)cyclopentane-1,3-diamine C1(CCC1)[C@H](C)C1=NC=2N(C(=C1)N[C@@H]1C[C@H](CC1)N)N=CC2